COC(=O)C=1N=C(C2=C(C=CC(=C2C1OCC1=CC=CC=C1)Cl)Br)N.ClC=1C(=CC(=C(NC[2H])C1)F)F 5-chloro-2,4-difluoro-N-(deuteromethyl)aniline methyl-1-amino-4-(benzyloxy)-8-bromo-5-chloroisoquinoline-3-carboxylate